3-(1-Isopropyl-3-(6-(trifluoromethyl)pyridin-3-yl)-1H-1,2,4-triazol-5-yl)cyclopentanone C(C)(C)N1N=C(N=C1C1CC(CC1)=O)C=1C=NC(=CC1)C(F)(F)F